1-(1H-benzo[d]imidazol-5-yl)-5-cyclohexylimidazolidin-2-one N1C=NC2=C1C=CC(=C2)N2C(NCC2C2CCCCC2)=O